CC1=C(C2=C(N=CN=C2NC2(CC2)C)O1)C(=O)NCC=1OC=C(N1)C 6-methyl-N-[(4-methyl-1,3-oxazol-2-yl)methyl]-4-[(1-methylcyclopropyl)amino]furo[2,3-d]pyrimidine-5-carboxamide